CN([C@H]1CN(CC1)C1=CC=C2C(=N1)SC(=C2)C(=O)OCC)C ethyl 6-[(3R)-3-(dimethylamino)pyrrolidin-1-yl]thieno[2,3-b]pyridine-2-carboxylate